N1=NN=C(C=C1)N triazinamine